7-amino-3-oxo-4-((tetrahydrofuran-3-yl)methyl)-3,4-dihydro-2H-benzo[b][1,4]oxazine-6-carboxylic acid methyl ester COC(=O)C1=CC2=C(OCC(N2CC2COCC2)=O)C=C1N